OCCN(CCCCCCCC(=O)OC(CCCCCCCC)CCCCCCCC)CCCCCC(OCCCCCCCCCCC)=O Heptadecane-9-yl 8-((2-hydroxyethyl)(6-oxo-6-(undecyloxy)hexyl)amino)octanoate